CN1CCC2(CCN2C(=O)NC2=CC(=CC=C2)C(C)SC2=NN=CN2C)CC1 7-methyl-N-(3-(1-((4-methyl-4H-1,2,4-triazol-3-yl)thio)ethyl)phenyl)-1,7-diazaspiro[3.5]nonane-1-carboxamide